CO[Si](O[Si](O[Si](C)(OC)OC)(C(C)C)C(C)C)(C)OC 1,1,5,5-tetramethoxy-1,5-dimethyl-3,3-diisopropyltrisiloxane